C(C1=CC=CC=C1)OCC1(COCCOC1)C 6-((benzyloxy)methyl)-6-methyl-1,4-dioxepan